CC(=CC=CC(C=C)=C)CCC=C(C)C 7,11-dimethyl-3-methylenedodecene-1,6,10-triene